N1(CCC1)C1=NC(=NC(=C1Br)CCCCCCCCCCCCCCCC)OC1CCC1 Azetidin-1-yl-5-bromo-2-cyclobutanoxy-6-hexadecylpyrimidine